naphthosilole C1=C[SiH2]C2=C1C1=CC=CC=C1C=C2